oxathiane 2,2-dioxide C1CCS(=O)(=O)OC1